2-(2-{[5-(furan-2-yl)-4-phenyl-4H-1,2,4-triazol-3-yl]sulfanyl}propanamido)-4H,5H,6H-cyclopenta[b]thiophene-3-carboxamide O1C(=CC=C1)C=1N(C(=NN1)SC(C(=O)NC1=C(C2=C(S1)CCC2)C(=O)N)C)C2=CC=CC=C2